CC=1OC(=CC1C(=O)NC1=NC(=NS1)CN(C)C)C1=CC(=CC=C1)OC 2-Methyl-5-(3-methoxyphenyl)-N-(3-((dimethylamino)methyl)-1,2,4-thiadiazol-5-yl)furan-3-Formamide